[Na+].O1C(OCC1)C=1C(=NC(=NC1OCC)C)C(C(=O)[O-])F 2-(5-(1,3-dioxolan-2-yl)-6-ethoxy-2-methylpyrimidin-4-yl)-2-fluoroacetic acid, sodium salt